3,6-Bis(4-chlorophenyl)-2,5-dihydropyrrolo[3,4-c]pyrrole-1,4-dion ClC1=CC=C(C=C1)C=1NC(C2=C(NC(C21)=O)C2=CC=C(C=C2)Cl)=O